C1(CCCC1)NNC(C1=C(C=C(C=C1)/C(=C/C(C(F)(F)F)C1=CC(=C(C(=C1)Cl)Cl)Cl)/F)C(F)(F)F)=O (Z)-N'-cyclopentyl-4-(1,4,4,4-tetrafluoro-3-(3,4,5-trichlorophenyl)but-1-en-1-yl)-2-(trifluoromethyl)benzoyl-hydrazine